[Ta+5].C[N-]C.C[N-]C.C[N-]C.C[N-]C.C[N-]C pentakis(dimethylamide) tantalum